NC1=C2C(=NC=N1)N(N=C2C2=CC=C(C=C2)OC2=CC=CC=C2)C[C@H]2N(CCC2)C(\C=C\CN(C)C)=O (E)-1-((S)-2-((4-amino-3-(4-phenoxyphenyl)-1H-pyrazolo[3,4-d]pyrimidin-1-yl)methyl)pyrrolidin-1-yl)-4-(dimethylamino)but-2-en-1-one